(S)-1-(Toluene-4-sulfonyl)-pyrrolidine-2-carboxylic acid benzooxazol-5-ylmethyl-(tetrahydro-pyran-4-yl)-amide O1C=NC2=C1C=CC(=C2)CN(C(=O)[C@H]2N(CCC2)S(=O)(=O)C2=CC=C(C)C=C2)C2CCOCC2